2-(1H-imidazol-1-yl)-6-methyl-pyrimidine-4-carboxylic acid N1(C=NC=C1)C1=NC(=CC(=N1)C(=O)O)C